C6-bromo-2-(6-ethoxypyridin-2-yl)-1-(pentan-3-yl)-1H-imidazo[4,5-b]pyrazine BrC1=CN=C2C(=N1)N(C(=N2)C2=NC(=CC=C2)OCC)C(CC)CC